FC(N1N=C(C=C1)C1=C(C=NC(=C1)C1=CC(=CC=C1)C(F)(F)F)CNC(C=C)=O)F N-((4-(1-(difluoromethyl)-1H-pyrazol-3-yl)-6-(3-(trifluoromethyl)phenyl)pyridin-3-yl)methyl)acrylamide